3-ethylthieno[2',3':4,5]benzo[1,2-d]isoxazole-4,8-dione C(C)C1=NOC2=C1C(C1=C(C2=O)SC=C1)=O